NC1=CC(=C(N=N1)C1CCN(CC1)C(=O)C1=NC=C(C(=C1)OC)OCC1CC1)C [4-(6-Amino-4-methyl-pyridazin-3-yl)-piperidin-1-yl]-(5-cyclopropylmethoxy-4-methoxy-pyridin-2-yl)-methanone